ClC1=CC=C(C=C1)C=1N=C2N(C=CN=C2)C1NC=1C=C(C(=O)NCCN2CCOCC2)C=CC1 3-[[2-(4-chlorophenyl)imidazo[1,2-a]pyrazin-3-yl]amino]-N-(2-morpholin-4-ylethyl)benzamide